OCCN(CCCC(=O)OCC1=C(C=C(C=C1)CCCCCCCCCCCCCCC)OCCCCCCCCCCCCCCCCCC)CCO 2-(Octadecyloxy)-4-pentadecylbenzyl 4-(bis(2-hydroxyethyl)amino)butanoate